1,5-pentanediyl dipropiolate C(C#C)(=O)OCCCCCOC(C#C)=O